[Br-].C(=O)(O)C=1C=C(C[N+]2=CC=C(C=C2)C=2OC(=CN2)C2=CC=C(C=C2)OC)C=CC1 1-(3-carboxybenzyl)-4-(5-(4-methoxyphenyl)oxazol-2-yl)pyridinium bromide